4-(6-(4-(4-cyclopropyl-3-methoxybenzyl)-2-(2-isopropylphenyl) piperazin-1-yl)-2-azaspiro[3.3]Heptane-2-yl)Benzoate C1(CC1)C1=C(C=C(CN2CC(N(CC2)C2CC3(CN(C3)C3=CC=C(C(=O)[O-])C=C3)C2)C2=C(C=CC=C2)C(C)C)C=C1)OC